4-(trifluoromethyl)-3-((S)-3-(((2R,3R,4R,5S)-3,4,5-tris(benzyloxy)-2-methylpiperidin-1-yl)methyl)pyrrolidin-1-yl)pyridine FC(C1=C(C=NC=C1)N1C[C@@H](CC1)CN1[C@@H]([C@H]([C@@H]([C@H](C1)OCC1=CC=CC=C1)OCC1=CC=CC=C1)OCC1=CC=CC=C1)C)(F)F